COC(=O)C1=CC2=C(C=N1)COC21COCCC1 spiro[3H-furo[3,4-c]pyridine-1,3'-tetrahydropyran]-6-carboxylic acid methyl ester